OC=1C=C(C=CC1)C1=CC(=CC=C1)C(=O)NCC1=CC(=C(C=C1)O)OC 3'-Hydroxy-N-[(4-Hydroxy-3-methoxyphenyl)methyl][1,1'-biphenyl]-3-carboxamide